FC1=CC=C(C2=CC=CC=C12)B(O)O 4-FLUORONAPHTHALENE-1-BORONIC ACID